O=C1CC[C@@H]2N1CCN(C2)CC2=C([C@@H](N=C(N2)C=2SC=CN2)C2=C(C=C(C=C2)F)Cl)C(=O)OC Methyl (4R)-6-[[(8aS)-6-oxo-1,3,4,7,8,8a-hexahydropyrrolo[1,2-a]pyrazin-2-yl]methyl]-4-(2-chloro-4-fluoro-phenyl)-2-thiazol-2-yl-1,4-dihydropyrimidine-5-carboxylate